(R/S)-1-(7-methoxyimidazo[1,5-a]pyridin-3-yl)-N,N-dimethyl-propan-2-amine COC1=CC=2N(C=C1)C(=NC2)C[C@@H](C)N(C)C |r|